bis(9H-carbazol-9-yl)-2,2'-dimethylbiphenyl C1=CC=CC=2C3=CC=CC=C3N(C12)C1=C(C(=C(C=C1)C1=C(C=CC=C1)C)C)N1C2=CC=CC=C2C=2C=CC=CC12